ClC1=CC=C(CS(=NC(C2=CC=C(C=C2)C2=NOC(=N2)C(F)(F)F)=O)(=O)C)C=C1 N-((4-chlorobenzyl)(methyl)(oxo)-λ6-sulfaneylidene)-4-(5-(trifluoromethyl)-1,2,4-oxadiazol-3-yl)benzamide